C(C)(C)(C)OC(NC12CC(C1)(C2)NC(COC2=CC(=C(C=C2)Cl)F)=O)=O (3-(2-(4-chloro-3-fluorophenoxy)acetamido)bicyclo[1.1.1]pentan-1-yl)carbamic acid tert-butyl ester